3-methoxybicyclo[1.1.1]pentane-4-carboxylic acid COC12CC(C1C(=O)O)C2